(2R)-2-(benzyloxymethyl)oxirane Tert-butyl-(3-exo)-3-((6-((5-methyl-1H-pyrazol-3-yl)amino)-2-morpholinopyrimidin-4-yl)amino)-8-azabicyclo[3.2.1]octane-8-carboxylate C(C)(C)(C)OC(=O)N1C2CC(CC1CC2)NC2=NC(=NC(=C2)NC2=NNC(=C2)C)N2CCOCC2.C(C2=CC=CC=C2)OC[C@@H]2OC2